C(CCCCCCCCCCC(=O)Cl)(=O)Cl dodecanedioic acid dichloride